C1N[C@@H](CC2=CC=CC=C12)C(=O)OC(C)(C)C tert-butyl (S)-1,2,3,4-tetrahydroisoquinoline-3-carboxylate